N-(4-chloro-3-(4-fluoro-1H-pyrazol-1-yl)phenyl)-1,1-diphenylmethanimine ClC1=C(C=C(C=C1)N=C(C1=CC=CC=C1)C1=CC=CC=C1)N1N=CC(=C1)F